BrC1=C(C=C2C(=CNC2=C1)C(C)=O)OCCC1=CC=C(C=C1)C(F)(F)F 1-(6-bromo-5-(4-(trifluoromethyl)phenethoxy)-1H-indol-3-yl)ethan-1-one